3-amino-propane-1-sulfonamide NCCCS(=O)(=O)N